CN1CCN(CC1)CCNC(=O)C1N(CCC(C1)CCC1=CC=CC=C1)C(=O)OC(C)(C)C tert-Butyl 2-((2-(4-methylpiperazin-1-yl)ethyl)carbamoyl)-4-phenethylpiperidine-1-carboxylate